2-(((3-(furan-3-yl)phenyl)carbonyl)amino)-5-methyl-4-phenylthiophene O1C=C(C=C1)C=1C=C(C=CC1)C(=O)NC=1SC(=C(C1)C1=CC=CC=C1)C